tert-butyl ((2R)-4-(2-(hydroxymethyl)piperidin-1-yl)-1-(phenylthio)butan-2-yl)carbamate OCC1N(CCCC1)CC[C@H](CSC1=CC=CC=C1)NC(OC(C)(C)C)=O